6-(cyclopropylmethyl)-2-(methylthio)-7,8-dihydropyrido[4,3-d]pyrimidin-5(6H)-one C1(CC1)CN1C(C2=C(N=C(N=C2)SC)CC1)=O